(S)-4-((4-(5-bromothiophen-2-yl)-2-(4-(methoxycarbonyl)phenyl)piperidin-1-yl)methyl)-5-Methoxy-7-methyl-1H-indole-1-carboxylic acid tert-butyl ester C(C)(C)(C)OC(=O)N1C=CC2=C(C(=CC(=C12)C)OC)CN1[C@@H](CC(CC1)C=1SC(=CC1)Br)C1=CC=C(C=C1)C(=O)OC